3-methyl-pyrido[3,4-d]pyridazin-4(3H)-one CN1N=CC2=C(C1=O)C=NC=C2